COC1=C(CNC2=C(C#N)C(=CC(=C2)S(=O)(=O)C)N2CCC3(CC3)CC2)C=CC(=C1)OC 2-((2,4-dimethoxybenzyl)amino)-4-(methylsulfonyl)-6-(6-azaspiro[2.5]octan-6-yl)benzonitrile